ClC1=C(C(=C(C=C1OC)OC)Cl)C1=CC=2C(=NC(=NC2)NC)N2C1=NC(=N2)CCN2CCN(CC2)C(C=C)=O 1-(4-(2-(4-(2,6-dichloro-3,5-dimethoxyphenyl)-8-(methylamino)-[1,2,4]triazolo[1',5':1,6]pyrido[2,3-d]pyrimidin-2-yl)ethyl)piperazin-1-yl)prop-2-en-1-one